(R)-allyl-(3-(benzyloxy)-1-(methoxy(methyl)amino)-1-oxopropan-2-yl)carbamic acid tert-butyl ester C(C)(C)(C)OC(N([C@@H](C(=O)N(C)OC)COCC1=CC=CC=C1)CC=C)=O